4-(2-amino-9-((2R,3R,4R,5R)-3,4-dihydroxy-5-(hydroxymethyl)tetrahydrofuran-2-yl)-6,8-dioxo-1,6,8,9-tetrahydro-7H-purin-7-yl)butanoic acid NC=1NC(C=2N(C(N(C2N1)[C@@H]1O[C@@H]([C@@H]([C@H]1O)O)CO)=O)CCCC(=O)O)=O